(5-(2,6-dioxopiperidin-3-yl)-6-fluoropyridin-2-yl)methyl methanesulfonate CS(=O)(=O)OCC1=NC(=C(C=C1)C1C(NC(CC1)=O)=O)F